5-(8-((3-ethyl-2-oxo-4-thioxo-1,2,3,4-tetrahydroquinazolin-7-yl)methyl)-3,8-diazabicyclo[3.2.1]octan-3-yl)-N,6-dimethylpicolinamide C(C)N1C(NC2=CC(=CC=C2C1=S)CN1C2CN(CC1CC2)C=2C=CC(=NC2C)C(=O)NC)=O